2-oxo-2-[rac-(2R,5S)-2-[2-[4-(dimethylamino)cyclohexyl]-1,3-benzothiazol-5-yl]-5-methyl-1-piperidyl]acetamide O=C(C(=O)N)N1[C@H](CC[C@@H](C1)C)C=1C=CC2=C(N=C(S2)C2CCC(CC2)N(C)C)C1 |r|